5-bromo-7-methylbenzo[d]isothiazole BrC=1C=C(C2=C(C=NS2)C1)C